acetamide ethanesulfonate C(C)S(=O)(=O)O.C(C)(=O)N